C1(CCCCC1)CNC(=O)NC1=CC=C(C=C1)C1=CC2=C(N(C(=N2)C(F)(F)F)C2=CC=CC=C2)C=C1 (cyclohexylmethyl)-3-(4-(1-phenyl-2-(trifluoromethyl)-1H-benzimidazol-5-yl)phenyl)urea